ClC1=CC(=NC=C1)N1C=C(C2=C1N=CN=C2N2[C@H](CN(CC2)C(=O)OC(C)(C)C)C)N(C(C)=O)CC tert-butyl (S)-4-(7-(4-chloropyridin-2-yl)-5-(N-ethylacetamido)-7H-pyrrolo[2,3-d]pyrimidin-4-yl)-3-methylpiperazine-1-carboxylate